2-((R)-1-(4-(6-((4-cyano-2-fluorobenzyl)oxy)pyridin-2-yl)piperazin-1-yl)ethyl)-3-(((S)-Oxetan-2-yl)methyl)-3H-imidazo[4,5-b]pyridine-5-carboxylic acid C(#N)C1=CC(=C(COC2=CC=CC(=N2)N2CCN(CC2)[C@H](C)C2=NC=3C(=NC(=CC3)C(=O)O)N2C[C@H]2OCC2)C=C1)F